C(C1=CC=CC=C1)OC1=C(C(=NC(=C1)Cl)OC)C(C)=O 1-(4-(benzyloxy)-6-chloro-2-methoxypyridin-3-yl)ethan-1-one